FC1=C(C=CC(=C1)C(CN1C[C@@H]2[C@H](C1)CC(C2)OC2=CC=C(C=C2)F)O)O rac-2-fluoro-4-(2-((3aR,5r,6aS)-5-(4-fluorophenoxy)hexahydrocyclopenta[c]pyrrol-2(1H)-yl)-1-hydroxyethyl)phenol